C1(=CC=CC=C1)C1=NN2C(N=C(C=C2C(F)(F)F)C(F)(F)F)=C1C1=CC=C(C=C1)O 4-[2-phenyl-5,7-bis(trifluoromethyl)pyrazolo[1,5-a]pyrimidin-3-yl]phenol